bromo-2-(hydroxymethyl)benzoic acid BrC=1C(=C(C(=O)O)C=CC1)CO